O1CCC2=C1C=CC(=C2)NC(=O)C=2C=CC1=C(N=C(S1)N1CCC(CC1)OC)C2 2-(4-methoxy-piperidin-1-yl)-benzothiazole-5-carboxylic acid (2,3-dihydro-benzofuran-5-yl)-amide